Dodecane-9-carboxylic acid phenylmethyl ester C1(=CC=CC=C1)COC(=O)C(CCCCCCCC)CCC